O1C(=CC2=C1C=CC=C2)C=2C=C(C(=NC2)C(=O)NCC(=O)O)O {[5-(2-benzofuranyl)-3-hydroxypyridine-2-carbonyl]amino}acetic acid